C(C=C)(=O)NC(CC)(S(=O)(=O)[O-])C acrylamido-methyl-propanesulfonate